N[C@H](CO)C1=CC(=CC=C1)Br (S)-2-amino-2-(3-bromophenyl)ethanol